N[C@H](C(=O)NC1CCC(C2=CC=CC=C12)C1=CC(=C(C=C1)Cl)Cl)C (2S)-2-amino-N-(4-(3,4-dichlorophenyl)-1,2,3,4-tetrahydronaphthalen-1-yl)propanamide